methyl 2-(3-chloropropyl)-3,4-dihydroxypyrrolidine-2-carboxylate ClCCCC1(NCC(C1O)O)C(=O)OC